O=C1N(C(C=C1)=O)CC1(CCCCC1)C(=O)O ((2,5-dioxo-2,5-dihydro-1H-pyrrol-1-yl)methyl)cyclohexane-1-carboxylic acid